[2-(cyclohexylmethylsulfonyl)-2,6-diazaspiro[3.3]heptan-6-yl]-[6-(3-cyclopropyl-1,2,4-triazol-1-yl)-2-azaspiro[3.3]heptan-2-yl]methanone C1(CCCCC1)CS(=O)(=O)N1CC2(C1)CN(C2)C(=O)N2CC1(C2)CC(C1)N1N=C(N=C1)C1CC1